C(C)(=O)C12C(N(CC2C1(C)C)C([C@H](C(C)(C)C)N)=O)C(=O)OC methyl 1-acetyl-3-((S)-2-amino-3,3-dimethylbutyryl)-6,6-dimethyl-3-azabicyclo[3.1.0]hexane-2-carboxylate